N-(1-[4-(3-methylureido)butanoyl]piperidin-4-yl)benzenesulfonamide CNC(NCCCC(=O)N1CCC(CC1)NS(=O)(=O)C1=CC=CC=C1)=O